CC1=C(OC2=C(C=C(C=C2C1=O)C)[C@H](C)NC1=C(C(=O)O)C=CC=C1)C=1C=C2CN(C(C2=CC1)=O)C (S)-2-((1-(3,6-dimethyl-2-(2-methyl-1-oxoisoindolin-5-yl)-4-oxo-4H-chromen-8-yl)ethyl)amino)benzoic acid